C(C(C)C)NNC(=O)C1=COC2=C1C=CC=C2 N-isobutylaminobenzofuran-3-formamide